benzyl 4-amino-3-methylazepan-1-carboxylate NC1C(CN(CCC1)C(=O)OCC1=CC=CC=C1)C